tris(dimethylamino)(cyclopentadienyl)hafnium CN(C)[Hf](C1C=CC=C1)(N(C)C)N(C)C